CC=1N=C2N(C=CC(=C2)C(=O)N)C1C1=CC(=CC=C1)N1N=C(C=C1C)C methyl-(S)-3-(3-(3,5-dimethyl-1H-pyrazol-1-yl)phenyl)imidazo[1,2-a]pyridine-7-carboxamide